CC1=NC=CC=C1C=1OC=C(N1)C(=O)NC=1C=C2C(=NC1N1CCCCC1)N=C(S2)N2CCOCC2 2-(2-methylpyridin-3-yl)-N-(2-morpholinyl-5-(piperidin-1-yl)thiazolo[4,5-b]pyridin-6-yl)oxazole-4-carboxamide